triazaphenyl mercaptan C1(=NN=NC=C1)S